FC1=CC(=C(C=C1)C1=NC=CC2=C1CN(C2)C2=CC=C(C(=O)N(C)C)C=C2)OCC(F)(F)F 4-{4-[4-fluoro-2-(2,2,2-trifluoroethoxy)phenyl]-1,3-dihydro-2H-pyrrolo[3,4-c]pyridin-2-yl}-N,N-dimethylbenzamide